C1(CC1)C=1N=CC(=NC1)NC1=NC(=NC=C1)N1C2CCC(C1)(C2)CO [2-[4-[(5-cyclopropylpyrazin-2-yl)amino]pyrimidin-2-yl]-2-azabicyclo[2.2.1]heptan-4-yl]methanol